(R)-2-methyl-1-(quinolin-2-ylsulfanyl)-1-(2-(trifluoromethyl)pyridin-3-yl)propan-2-ol CC([C@@H](C=1C(=NC=CC1)C(F)(F)F)SC1=NC2=CC=CC=C2C=C1)(C)O